N-(2-((5-cyano-4-((4-fluoro-2-isopropoxyphenyl)amino)pyrimidin-2-yl)amino)-5-(4-ethylpiperazin-1-yl)phenyl)acrylamide C(#N)C=1C(=NC(=NC1)NC1=C(C=C(C=C1)N1CCN(CC1)CC)NC(C=C)=O)NC1=C(C=C(C=C1)F)OC(C)C